ClC1=NC=C2C(=CN=C(C2=C1)C(C)=O)OC 1-(7-chloro-4-methoxy-2,6-naphthyridin-1-yl)ethan-1-one